C1=C[C@H]([C@@H](C(=C1)C(=O)CCC(=O)O)C(=O)O)O 2-succinyl-6-hydroxy-2,4-cyclohexadiene-1-carboxylate